BrC1=C(C=CC=C1)C=1C=C(C=CC1)C1=CC(=CC=C1N1C2=CC=CC=C2C=2C=CC=CC12)N1C2=CC=CC=C2C=2C3=C(C=CC12)C1=C(O3)C=CC=C1 5-(2''-bromo-6-(9H-carbazol-9-yl)-[1,1':3',1''-terphenyl]-3-yl)-5H-benzofuro[3,2-c]carbazole